FC1=C(C=CC=C1C)NC1=C(NC2=C1C(NCC2)=O)C2=CC=NC1=C2N=C(N=C1)OC 3-[(2-fluoro-3-methylphenyl)amino]-2-[2-methoxypyrido[3,2-d]pyrimidin-8-yl]-1H,5H,6H,7H-pyrrolo[3,2-c]pyridin-4-one